C[C@H]1N(CC[C@H](C1)C)C(=O)C=1C2=C(SC1NC(C1=CN=C(C=C1)O)=O)CCC(C2)O N-(3-((2R,4R)-2,4-dimethylpiperidine-1-carbonyl)-5-hydroxy-4,5,6,7-tetrahydrobenzo[b]thiophen-2-yl)-6-hydroxynicotinamide